ClC1=C(C=CC=C1C1C(NC(CC1)=O)=O)C1=CC=C(C=C1)C(=O)N1CCCC1 3-(2-chloro-4'-(pyrrolidine-1-carbonyl)-[1,1'-biphenyl]-3-yl)piperidine-2,6-dione